BrC=1N=C(N2C1C(=CC(=C2)S(=O)(=O)N(COCC[Si](C)(C)C)C2(COC2)CF)Cl)C=2SC(=NN2)C(F)F 1-Bromo-8-chloro-3-(5-(difluoromethyl)-1,3,4-thiadiazol-2-yl)-N-(3-(fluoromethyl)oxetane-3-yl)-N-((2-(trimethylsilyl)ethoxy)methyl)imidazo[1,5-a]pyridine-6-sulfonamide